C1CCC2=C(C=CC=C12)C1=C(C=C2C(=N1)C(=NN2)C=2C=NN(C2)C2CN(C2)C(C(C)(C)N(C)C)=O)OC 1-(3-(4-(5-(2,3-dihydro-1H-inden-4-yl)-6-methoxy-1H-pyrazolo[4,3-b]pyridin-3-yl)-1H-pyrazol-1-yl)azetidin-1-yl)-2-(dimethylamino)-2-methylpropan-1-one